[Si](C)(C)(C(C)(C)C)O[C@H]1[C@@H]([C@@H](O[C@@H]1CO[Si](C)(C)C(C)(C)C)N1C(NC(C=C1)=O)=O)OC 1-[(2R,3S,4R,5R)-4-[(tert-butyldimethylsilyl)oxy]-5-{[(tert-butyldimethylsilyl)oxy]methyl}-3-methoxyoxolan-2-yl]-3H-pyrimidine-2,4-dione